tert-butyl (S)-3-(5-(3-nitrophenyl)-3-ureidothiophene-2-carboxamido)piperidine-1-carboxylate [N+](=O)([O-])C=1C=C(C=CC1)C1=CC(=C(S1)C(=O)N[C@@H]1CN(CCC1)C(=O)OC(C)(C)C)NC(=O)N